1-(11Z-docosenoyl)-2-(13Z,16Z-docosadienoyl)-glycero-3-phospho-(1'-sn-glycerol) CCCCCCCCCC/C=C\CCCCCCCCCC(=O)OC[C@H](COP(=O)(O)OC[C@H](CO)O)OC(=O)CCCCCCCCCCC/C=C\C/C=C\CCCCC